C1(CC1)CNC1=NC(=CC2=C1N=C(N=C2)NC2=C(C=CC=C2C)NC(C=C)=O)C2=C(C(=CC(=C2F)OC)OC)F N-(2-((8-((cyclopropylmethyl)amino)-6-(2,6-difluoro-3,5-dimethoxyphenyl)pyrido[3,4-d]pyrimidin-2-yl)amino)-3-methylphenyl)acrylamide